4-((3-fluoropyridin-4-yl)methyl)-1-((2-(trimethylsilyl)ethoxy)methyl)imidazole-2-carbaldehyde FC=1C=NC=CC1CC=1N=C(N(C1)COCC[Si](C)(C)C)C=O